C(C)(C)(C)OC(=O)N(C)CC1=C(C=CC=C1)B(O)O (2-(((t-butoxycarbonyl)(methyl)amino)methyl)phenyl)boronic acid